N1=C(C=CC=C1)[C@@H](C)N R-1-(pyridin-2-yl)ethan-1-amine